[Si](C)(C)(C(C)(C)C)OC=1C=C(C=CC1O[Si](C)(C)C(C)(C)C)/C=C/C(=O)O (E)-3-(3,4-di(tert-butyldimethylsilyloxy)phenyl)acrylic acid